CN(C1CCN(CC1)C1=CC=C(C=2N=C(C=NC12)OC)C(=O)NC=1C=C(C=2N(C1)C=C(N2)C)F)C 8-[4-(dimethylamino)piperidin-1-yl]-N-{8-fluoro-2-methylimidazo[1,2-a]pyridin-6-yl}-3-methoxyquinoxaline-5-carboxamide